((R or S)-(3-chloro-2,4-difluorophenyl)(5-(2,2,2-trifluoroethoxy)pyrazin-2-yl)methyl)-2-oxoimidazolidine-4-carboxamide ClC=1C(=C(C=CC1F)[C@H](C1=NC=C(N=C1)OCC(F)(F)F)N1C(NC(C1)C(=O)N)=O)F |o1:8|